C(C)NC(=O)C1=CC(=NC(=C1)C=1N=NN(C1)C1=CC(=C(C(=O)O)C=C1)F)C=1N=NN(C1)C1=CC(=C(C(=O)O)C=C1)F 4,4'-((4-(ethylcarbamoyl)pyridine-2,6-diyl)bis(1H-1,2,3-triazole-4,1-diyl))bis(2-fluorobenzoic acid)